5-(1-(2-cyclohexylethyl)piperidin-3-yl)-2-(1H-indazol-4-yl)-2,4-dihydro-3H-1,2,4-triazol-3-one C1(CCCCC1)CCN1CC(CCC1)C=1NC(N(N1)C1=C2C=NNC2=CC=C1)=O